succinimidyl-norvaline bornyl ester C12(C(CC(CC1)C2(C)C)OC([C@@H](NN2C(CCC2=O)=O)CCC)=O)C